tert-butyl 3-(2-((1-acetylpiperidin-4-yl)amino)-5-chloropyrimidin-4-yl)pyrrolidine-1-carboxylate C(C)(=O)N1CCC(CC1)NC1=NC=C(C(=N1)C1CN(CC1)C(=O)OC(C)(C)C)Cl